C(=O)(OC(\C=C\C1=CC(OC)=C(O)C=C1)=O)C(O)C(O)C(=O)[O-] monoferuloyl tartrate